C(#N)C=1C=CC(=C2N=CC=NC12)N1C[C@@H](C[C@@H](C1)C)NC(C[C@@H](CC)C)=O (R)-N-((3R,5S)-1-(8-cyanoquinoxalin-5-yl)-5-methylpiperidin-3-yl)-3-methylpentanamide